OCCOC(C(=O)OCC)C ethyl 2-(2-hydroxyethoxy)propanoate